Cl.IC=1C(=C(C#N)C=CC1)I diiodobenzonitrile hydrochloride